N-(2-hydroxyethyl)-N,N-dimethyl-2-butyn-1-aminium OCC[N+](CC#CC)(C)C